FC(CO)(F)C1CCN(CC1)C1=C2C=CN(C2=CC=C1)C1C(NC(CC1)=O)=O 3-[4-[4-(1,1-difluoro-2-hydroxy-ethyl)-1-piperidinyl]indol-1-yl]piperidine-2,6-dione